N1(CCCCC12CNCCC2)C(=O)OC(C)(C)C tert-butyl 1,8-diazaspiro[5.5]undecane-1-carboxylate